CC1OCCC1 methyltetrahydro-furan